FC1=C(C=CC=2C(C3=C([Se]CC21)C=CC=C3)O)F 7,8-Difluoro-6,11-Dihydrodibenzo[b,e]Selenepin-11-Ol